FC1=C(C=CC(=C1)C)C=1N(C(=C(C1C(=O)N)I)C1=C2C(=NC=C1)NC=C2)COCC[Si](C)(C)C 2-(2-fluoro-4-methylphenyl)-4-iodo-5-(1H-pyrrolo[2,3-b]pyridin-4-yl)-1-{[2-(trimethylsilyl)ethoxy]methyl}-1H-pyrrole-3-carboxamide